[N].N1=CC=NC=2C=CC=3N=CC=NC3C21 pyrazinoquinoxaline nitrogen